FC=1C=C2CCCN3C2=C(C1)N(C3=O)C3=NC(=NC=C3)NC=3C(=CC(=C(C3)NC(C=C)=O)N3CC(C3)N3CC(CC3)S(=O)(=O)C)OC N-(5-((4-(8-fluoro-2-oxo-5,6-dihydro-4H-imidazo[4,5,1-ij]quinolin-1(2H)-yl)pyrimidin-2-yl)amino)-4-methoxy-2-(3-(3-(methylsulfonyl)pyrrolidin-1-yl)azetidin-1-yl)phenyl)acrylamide